O1CCN(CC1)CCN1C(N(C(C12CCN(CC2)C(=O)OC(C)(C)C)=O)CC2=NC(=NO2)C2=CC(=C(C=C2)OC2=C(C=CC=C2)C(F)(F)F)C(F)(F)F)=O tert-butyl 1-(2-morpholinoethyl)-2,4-dioxo-3-((3-(3-(trifluoromethyl)-4-(2-(trifluoromethyl)phenoxy)phenyl)-1,2,4-oxadiazol-5-yl)methyl)-1,3,8-triazaspiro[4.5]decane-8-carboxylate